(5-hydroxypentyl)carbamate OCCCCCNC([O-])=O